1-(4-(3-chlorophenyl)-5-(isopropylsulfanyl)thiazol-2-yl)-4-(3-fluorophenyl)-3-methyl-1H-pyrazole-5-carboxylic acid ClC=1C=C(C=CC1)C=1N=C(SC1SC(C)C)N1N=C(C(=C1C(=O)O)C1=CC(=CC=C1)F)C